(R)-5-cyano-N-ethyl-N-(2,2,2-trifluoro-1-(2-(trifluoromethyl)phenyl)ethyl)pyridine-3-sulfonamide C(#N)C=1C=C(C=NC1)S(=O)(=O)N([C@@H](C(F)(F)F)C1=C(C=CC=C1)C(F)(F)F)CC